FC1=CC=C(C=C1)C1=C(NC=C1)C(=O)OC methyl 3-(4-fluorophenyl)-1H-pyrrole-2-carboxylate